1-(4-tolyl)ethan-1-one C1(=CC=C(C=C1)C(C)=O)C